COC1=C(C=CC=C1)N1C(C(=CC=C1)C(=O)NC1=CC=C(C=C1)OC1=CC=CC=C1)=O 1-(2-methoxyphenyl)-2-oxo-N-(4-phenoxyphenyl)-1,2-dihydropyridine-3-carboxamide